(S)-N-(3-(benzyloxy)-1-(hydroxymethyl)cyclobutyl)-1-(4-fluorophenyl)-3,4-dihydroisoquinoline-2(1H)-carboxamide C(C1=CC=CC=C1)OC1CC(C1)(CO)NC(=O)N1[C@H](C2=CC=CC=C2CC1)C1=CC=C(C=C1)F